(2S)-2-(2-methylpropyl)aziridine CC(C[C@@H]1NC1)C